5-[6,7-Difluoro-4-methylsulfanyl-1-(p-tolylsulfonyl)indol-5-yl]oxy-2-fluoro-aniline FC1=C(C(=C2C=CN(C2=C1F)S(=O)(=O)C1=CC=C(C=C1)C)SC)OC=1C=CC(=C(N)C1)F